4-[4-(3,5-Dichlorophenyl)piperazin-1-yl]sulfonylcyclohexanamine ClC=1C=C(C=C(C1)Cl)N1CCN(CC1)S(=O)(=O)C1CCC(CC1)N